calcium anthracenedisulfonate C=1(C(=CC=C2C=C3C=CC=CC3=CC12)S(=O)(=O)[O-])S(=O)(=O)[O-].[Ca+2]